COC(C(=NOC)C1=C(C=CC=C1)CBr)=O 2-(2-bromomethylphenyl)-2-methoxyiminoacetic acid methyl ester